ClC1=CC=NC2=CC(=C(C=C12)NC1=NC=C2N(C(N(C2=N1)C1(CCOCC1)C#N)=O)C)C 4-(2-((4-Chloro-7-methylquinolin-6-yl)amino)-7-methyl-8-oxo-7,8-dihydro-9H-purine-9-yl)tetrahydro-2H-pyran-4-carbonitrile